COOCC1=CC=C(C=C1)[N+](=O)[O-] p-nitrobenzyloxy methyl ether